4-[2-(3,4-difluorophenoxy)acetamido]-3-oxobicyclo[2.2.2]octan FC=1C=C(OCC(=O)NC23C(CC(CC2)CC3)=O)C=CC1F